F[C@@H]1C[C@]12CN(C(C1=CC=C(C=C21)I)=O)CC(=O)OC methyl 2-((1S,2R)-2-fluoro-6'-iodo-1'-oxo-1'H-spiro[cyclopropane-1,4'-isoquinolin]-2'(3'H)-yl)acetate